(3,3-dimethyl-1-(phenylsulfonyl)butyl)trimethylgermane CC(CC(S(=O)(=O)C1=CC=CC=C1)[Ge](C)(C)C)(C)C